CCCCCCCCCCCCCCCCCCC(C(=O)N[C@@H](CO[C@H]1[C@@H]([C@H]([C@@H]([C@H](O1)CO)O)O)O)[C@@H](/C=C/CCCCCCCCCC(C)C)O)O The molecule is an N-acyl-1-O-beta-D-glucosyl-15-methylhexadecasphing-4-enine in which the acyl group has 20 carbons and 0 double bonds and is 2-hydroxylated. It derives from a 15-methylhexadecasphing-4-enine.